2,6-dichlorophenyl-acetic acid ClC1=C(C(=CC=C1)Cl)CC(=O)O